CN1C(=NN=C1[C@H](C)OC1=CC(=CC=C1)C(C)C)C12CCC(CC1)(CC2)N2N=NC=C2 1-[4-(4-methyl-5-{(1S)-1-[3-(propan-2-yl)phenoxy]ethyl}-4H-1,2,4-triazol-3-yl)bicyclo[2.2.2]oct-1-yl]-1H-1,2,3-triazole